2-(azepan-1-yl)-N-(2-sulfamoyl-4-pyridyl)-5-(trifluoromethyl)pyridine-3-carboxamide N1(CCCCCC1)C1=NC=C(C=C1C(=O)NC1=CC(=NC=C1)S(N)(=O)=O)C(F)(F)F